N4-(5-chloropyridin-2-yl)pyridine-3,4-diamine ClC=1C=CC(=NC1)NC1=C(C=NC=C1)N